C(CCCCC#C)N1N=CC(=C1)CC(=O)OC(C)(C)C tert-butyl 2-(1-hept-6-ynylpyrazol-4-yl)acetate